N[C@@H](CC(=O)OCC)C=1SC(=CC1)CC1=C(C=CC=C1)C ethyl (S)-3-amino-3-(5-(2-methylbenzyl)thiophen-2-yl)propanoate